C(CCCCC)NC1=C(C=C(C=C1)N)OC(C)CCCC (N-hexyl)(2-hexyloxy)-1,4-diaminobenzene